C1(CC1)C=1C=NC(=NC1)N1CCC(=CC1)C(=O)NO[C@@H](C)C1=CNC(C(=C1)C(F)(F)F)=O (S)-1-(5-cyclopropylpyrimidin-2-yl)-N-(1-(6-oxo-5-(trifluoromethyl)-1,6-dihydropyridin-3-yl)ethoxy)-1,2,3,6-tetrahydropyridine-4-carboxamide